FC=1C(=CC2=CC(=CC(=C2C1C#C[Si](C(C)C)(C(C)C)C(C)C)B1OC(C(O1)(C)C)(C)C)OCOC)C#N 3-Fluoro-7-(methoxymethoxy)-5-(4,4,5,5-tetramethyl-1,3,2-dioxaborolan-2-yl)-4-((triisopropylsilyl)ethynyl)-2-naphthonitrile